1,4-Dihydroxyl-2-naphthoic acid OC1=C(C=C(C2=CC=CC=C12)O)C(=O)O